(S)-3-(1-aminoethyl)-5-fluoro-8-((1-(methyl-d3)-1H-pyrazol-4-yl)ethynyl)-2-phenylisoquinoline N[C@@H](C)C=1N(CC2=C(C=CC(=C2C1)F)C#CC=1C=NN(C1)C([2H])([2H])[2H])C1=CC=CC=C1